C(\C=C\C(=O)O)(=O)O.NC1=C(N=C(C(=N1)N1CCC2(CC1)[C@@H](C1=CC=CC=C1C2)N)F)SC2=C(C(=NC=C2)N)Cl (S)-1'-(6-amino-5-((2-amino-3-chloropyridin-4-yl)thio)-3-fluoropyrazin-2-yl)-1,3-dihydrospiro[inden-2,4'-piperidin]-1-amine fumarate